L-aspartylalanine methyl ester COC([C@@H](NC([C@@H](N)CC(=O)O)=O)C)=O